3,5-Bis((5-(heptyloxy)-5-oxopentyl)oxy)benzoic acid C(CCCCCC)OC(CCCCOC=1C=C(C(=O)O)C=C(C1)OCCCCC(OCCCCCCC)=O)=O